N-(2-ethyl-3-fluorophenyl)-4-hydroxy-2-oxo-1,2,5,6-tetrahydropyridin-3-thiocarboxamide C(C)C1=C(C=CC=C1F)NC(=S)C=1C(NCCC1O)=O